F[P-](F)(F)(F)(F)F.[Mn+2].[Li+].F[P-](F)(F)(F)(F)F.F[P-](F)(F)(F)(F)F lithium manganese hexafluorophosphate